CCCCCCCCCCCCCCCC(=O)OC[C@H](COP(=O)(O)OC1[C@@H]([C@H](C([C@H]([C@H]1O)OP(=O)(O)O)O)OP(=O)(O)O)O)OC(=O)CCCCCCCCCCCCCCC The molecule is a 1-phosphatidyl-1D-myo-inositol 3,5-bisphosphate in which both phosphatidyl acyl groups are specified as palmitoyl (hexadecanoyl). It derives from a hexadecanoic acid. It is a conjugate acid of a 1,2-dipalmitoyl-sn-glycero-3-phospho-(1'-D-myo-inositol-3',5'-bisphosphate)(5-).